4-Bromo-4'-n-heptyl-biphenyl BrC1=CC=C(C=C1)C1=CC=C(C=C1)CCCCCCC